C12=C3C4C1C4C32 Prismanen